N-(4-(4-methylpiperazin-1-yl)phenyl)-4-(3-phenylisoxazolidin-2-yl)-5-(pyridin-3-yl)pyrimidine-2-amine CN1CCN(CC1)C1=CC=C(C=C1)NC1=NC=C(C(=N1)N1OCCC1C1=CC=CC=C1)C=1C=NC=CC1